OC1=C(C=CC=C1)C1=NNC=C1 3-(2-hydroxyphenyl)pyrazole